BrC=1C=NC(=NC1)C1(CC(C1)(C#N)C)O (3r)-3-(5-bromopyrimidin-2-yl)-3-hydroxy-1-methylcyclobutane-1-carbonitrile